CC(C)=CCC[C@@H](C)[C@H]1CC=C2C=3CCC4CCCC[C@]4(C)C3CC[C@]12C cholesta-8,14,24-trien